tert-butyl (s)-1-(5-(N-oxetan-3-ylsulfamoyl) naphthalen-1-ylamino)-1-oxo-3-phenylprop-2-ylcarbamate O1CC(C1)NS(=O)(=O)C1=C2C=CC=C(C2=CC=C1)NC([C@H](CC1=CC=CC=C1)NC(OC(C)(C)C)=O)=O